Ethyl 2-(2,6-dichloro-4-((5-oxo-4-(4-(trifluoromethyl) phenyl)-4,5-dihydro-1H-1,2,4-triazol-1-yl) methyl) phenoxy)-2-methylpropionate ClC1=C(OC(C(=O)OCC)(C)C)C(=CC(=C1)CN1N=CN(C1=O)C1=CC=C(C=C1)C(F)(F)F)Cl